quinazoline-7-sulfonamide N1=CN=CC2=CC=C(C=C12)S(=O)(=O)N